OCC=1C(=NN(C1)C)C(F)(F)F 4-(hydroxymethyl)-1-methyl-3-(trifluoromethyl)-1H-pyrazol